OCCNCCCCCCCC(=O)OCCCCCCC(C(F)(F)F)(F)F 7,7,8,8,8-pentafluorooctyl 8-((2-hydroxyethyl)amino)octanoate